ClC1=C(CN2C(NC(C3=CC=CC=C23)=O)=O)C=CC=C1C(=O)N1CCN(CC1)C(=O)C1CCCC1 1-(2-Chloro-3-(4-(cyclopentylcarbonyl)piperazine-1-carbonyl)benzyl)quinazoline-2,4(1H,3H)-dione